NC1=NC(=CC(=C1)C[C@@H]1[C@H](N(C1=O)C(=O)N[C@@H](C(F)(F)F)C1CCCCC1)C(=O)N(C)C=1N(C=CN1)C)C (2S,3R)-3-((2-amino-6-methylpyridin-4-yl)methyl)-N2-(1-methyl-1H-imidazol-2-yl)-N1-((R)-1-cyclohexyl-2,2,2-trifluoroethyl)-N2-methyl-4-oxoazetidine-1,2-dicarboxamide